N-(2-((1S,3S,4R)-3-fluoro-4-(methoxy-d3)cyclohexyl)pyrimidin-4-yl)-5-isopropyl-8-((2R,3S)-2-methyl-3-((methanesulfonyl)methyl)azetidin-1-yl)isoquinolin-3-amine F[C@H]1C[C@H](CC[C@H]1OC([2H])([2H])[2H])C1=NC=CC(=N1)NC=1N=CC2=C(C=CC(=C2C1)C(C)C)N1[C@@H]([C@H](C1)CS(=O)(=O)C)C